5-bromo-2,4-dimethoxy-pyrimidine BrC=1C(=NC(=NC1)OC)OC